3-methyl-3,4,8,9,10,11-hexahydro-1H-pyrido[4',3':3,4]pyrazolo[1,5-a]azepine-2(7H)-carboxylate CC1CC2=NN3C(CCCCC3)=C2CN1C(=O)[O-]